FC=1C(NC(NC1N)=O)=O 5-fluoro-amino-uracil